FC1=CC=C2C=3C=CC(=CC3NC2=C1)CC(=O)NC=1C=C(C(=O)OC)C=CC1 methyl 3-(2-(7-fluoro-9H-carbazol-2-yl)acetamido)benzoate